ClC1=C(C=CC=C1C1=CC=C(C(=N1)OC)CNCC1(CC1)O)C1=C(C(=CC=C1)NC=1C2=C(N=C(N1)C)C=CC=N2)C 1-((((6-(2-chloro-2'-methyl-3'-((2-methylpyrido[3,2-d]pyrimidin-4-yl)amino)-[1,1'-biphenyl]-3-yl)-2-methoxypyridin-3-yl)methyl)amino)methyl)cyclopropan-1-ol